FC=1C(=C2C(=C(NC2=C(C1)C(=O)N)C)C)C1=CCC[C@@H](C1)N(C(C=C)=O)C (S)-5-fluoro-2,3-dimethyl-4-(5-(N-methylacrylamido)cyclohex-1-en-1-yl)-1H-indole-7-carboxamide